C(C)OC(C(=NO)C1=C(C=CC(=C1)F)OCOC)=O 2-[5-Fluoro-2-(methoxymethoxy)phenyl]-2-hydroxyimino-acetic acid ethyl ester